2',5-dichloro-N-(5-cyano-6-(difluoromethoxy)pyridin-3-yl)-2,4'-difluoro-[1,1'-biphenyl]-4-carboxamide ClC1=C(C=CC(=C1)F)C1=C(C=C(C(=C1)Cl)C(=O)NC=1C=NC(=C(C1)C#N)OC(F)F)F